1-{2-[2-(2-aminoethoxy)ethoxy]ethyl}-1H-pyrrole-2,5-dione NCCOCCOCCN1C(C=CC1=O)=O